C(#N)C=1C=C(C=CC1)C=1N=C(SC1C=1C=C2C(=NC=NC2=CC1)C)NC(=O)N1CCN(CC1)C1COC1 N-[4-(3-Cyanophenyl)-5-(4-methylquinazolin-6-yl)thiazol-2-yl]-4-(oxetan-3-yl)piperazine-1-carboxamide